OCC(C(=O)O)(NCC1=CC(=C(C=C1)C(F)(F)F)C=CC1=C(C(=CC=C1)C=1C=NC=CC1)C)C 3-hydroxy-2-methyl-2-(3-(2-methyl-3-(pyridin-3-yl)-styryl)-4-(trifluoromethyl)benzylamino)-propionic acid